ClC=1C=CC2=C(N(CC(O2)C(=O)NC23CC(C2)(C3)NC(COC3=CC(=C(C=C3)Cl)F)=O)SC)C1 6-chloro-N-{3-[2-(4-chloro-3-fluorophenoxy)acetamido]bicyclo[1.1.1]pent-1-yl}-4-(methylsulfanyl)-3,4-dihydro-2H-1,4-benzoxazine-2-carboxamide